5-[1-(cyanomethyl)-3-(trifluoromethyl)pyrazol-4-yl]-N-[3-ethyl-4-[4-(4-hydroxypiperidine-4-carbonyl)piperazine-1-carbonyl]phenyl]-1-methylimidazole-2-carboxamide C(#N)CN1N=C(C(=C1)C1=CN=C(N1C)C(=O)NC1=CC(=C(C=C1)C(=O)N1CCN(CC1)C(=O)C1(CCNCC1)O)CC)C(F)(F)F